ClC=1C=C(C=C(C1OC=1C=C2CCN(C(C2=CC1)=O)C1=NC=CC=C1)Cl)N1N=C(C(NC1=O)=O)C#N 2-(3,5-Dichloro-4-((1-oxo-2-(pyridin-2-yl)-1,2,3,4-tetrahydroisoquinolin-6-yl)oxy)phenyl)-3,5-dioxo-2,3,4,5-Tetrahydro-1,2,4-triazine-6-carbonitrile